[C@H](C)(CC)[C@@H]1N(CC2=C(NC1=O)C=CC=C2)C2=NC=CC=N2 (S)-3-((S)-sec-butyl)-4-(pyrimidin-2-yl)-1,3,4,5-tetrahydro-2H-benzo[e][1,4]diazepin-2-one